5-acetamido-1-(4-vinylbenzyl)-1H-1,2,4-triazole C(C)(=O)NC1=NC=NN1CC1=CC=C(C=C1)C=C